1-[2-(Benzoyloxy)ethyl]-2',5'-bis-O-[bis(4-methoxyphenyl)(phenyl)methyl]inosine C(C1=CC=CC=C1)(=O)OCCN1C(C=2N=CN([C@H]3[C@H](OC(C4=CC=CC=C4)(C4=CC=C(C=C4)OC)C4=CC=C(C=C4)OC)[C@H](O)[C@@H](COC(C4=CC=CC=C4)(C4=CC=C(C=C4)OC)C4=CC=C(C=C4)OC)O3)C2N=C1)=O